tert-butyl (4S)-4-[2-(8-fluoro-2-methyl-imidazo[1,2-a]pyridin-6-yl)-5-oxo-pyrido[4,3-d]pyrimidin-6-yl]-2,2-dimethyl-piperidine-1-carboxylate FC=1C=2N(C=C(C1)C=1N=CC3=C(N1)C=CN(C3=O)[C@@H]3CC(N(CC3)C(=O)OC(C)(C)C)(C)C)C=C(N2)C